(2S)-2-(2-isopropylphenyl)pyrrolidine hydrochloride Cl.C(C)(C)C1=C(C=CC=C1)[C@H]1NCCC1